{[3-(dimethylamino)propyl]imino}-bis-2-ethanol CN(CCCN(C(C)O)C(C)O)C